3-fluoro-5-((2-(cyclopropylmethyl)-4-methyl-1,1-dioxido-3-oxo-2,3-dihydrobenzo[d]isothiazol-5-yl)oxy)benzonitrile FC=1C=C(C#N)C=C(C1)OC=1C=CC2=C(C(N(S2(=O)=O)CC2CC2)=O)C1C